C1(=CC=C2C=CC3=CC=CC4=CC=C1C2=C34)N(C3=CC=CC=C3)C3=CC=CC=C3 pyrenyl-diphenylamine